C(C)C1N(C[C@H](C1)C1=C(C=CC=C1)Cl)CC(F)(F)F (3R,4R)-ethyl-4-(2-chlorophenyl)-1-(2,2,2-trifluoroethyl)pyrrolidine